COC1=C(C(=O)N)C(=CC=C1)OC 2,6-dimethoxybenzamide